docosanoic acid ethyl ester C(C)OC(CCCCCCCCCCCCCCCCCCCCC)=O